ClC1=NN(C(=C1S(=O)(=O)Cl)C)C 3-chloro-1,5-dimethyl-1H-pyrazole-4-sulfonyl chloride